7-chloro-3-iodoimidazo[1,2-b]Pyridazine ClC1=CC=2N(N=C1)C(=CN2)I